ClC1=C(C=CC2=C1N(C=N2)CCC[C@H]2NCCC[C@@H]2O)OC (2R,3S)-2-(3-(7-chloro-6-methoxy-1H-benzo[d]imidazol-1-yl)propyl)piperidin-3-ol